NCC=1C=NC(=NC1)C1=C(C=C(C#N)C=C1)OC=1N(N=C(C1)N(C)CCOC)C 4-[5-(aminomethyl)pyrimidin-2-yl]-3-[5-[2-methoxyethyl(methyl)amino]-2-methylpyrazol-3-yl]oxybenzonitrile